FC1=C(C=CC=C1)C=1N(C=C(C1)CNC([2H])([2H])[2H])S(=O)(=O)C1=CC=C(C#N)C=C1 4-((2-(2-fluorophenyl)-4-(((methyl-d3)amino)methyl)-1H-pyrrol-1-yl)sulfonyl)benzonitrile